ClC=1C(=NC=C(C(=O)O)C1)N1CCN(CC1)C(=NO)C1=C(C=CC=C1C(F)(F)F)Cl 5-chloro-6-(4-((2-chloro-6-(trifluoromethyl)phenyl)(hydroxyimino)methyl)piperazin-1-yl)nicotinic acid